FC1(CC2(C1)CC(N(CC2)CC2=C1C=CN(C1=C(C=C2OC)C)C(=O)OC(C)(C)C)C2=CC=C(C=C2)C(=O)OC)C tert-butyl 4-((2-fluoro-6-(4-(methoxycarbonyl)phenyl)-2-methyl-7-azaspiro[3.5]nonan-7-yl)methyl)-5-methoxy-7-methyl-1H-indole-1-carboxylate